N[C@@H](CO)C1=CN=C(S1)[C@H](CCC(=O)O)NC(=O)N[C@@H](CO)C(=O)O (S)-4-(5-((S)-1-amino-2-hydroxyethyl)thiazol-2-yl)-4-(3-((S)-1-carboxy-2-hydroxyethyl)ureido)butanoic acid